4-chloro-6-{6-cyclopropyl-4-[5-(4-methyl-4H-1,2,4-triazol-3-yl)spiro[2.3]hexan-5-yl]pyridin-2-yl}-2-[(piperidin-1-yl)methyl]-1,6-dihydro-7H-pyrrolo[2,3-c]pyridin-7-one ClC=1C2=C(C(N(C1)C1=NC(=CC(=C1)C1(CC3(CC3)C1)C1=NN=CN1C)C1CC1)=O)NC(=C2)CN2CCCCC2